C(\C=C/C(=O)O)(=O)O.NC([C@H](CC)NCC(C(=O)O)CCCC)=O ((((S)-1-amino-1-oxo-butan-2-yl)amino)methyl)hexanoic acid maleate